FC1C(C1)C(=O)NC=1SC2=C(N1)C=CC(=C2)C=2C=NC=C(C2C)CO 2-fluoro-N-(6-(5-(hydroxymethyl)-4-methylpyridin-3-yl)benzo[d]thiazol-2-yl)cyclopropane-1-carboxamide